FC1=C(OCCCCC(=O)O)C(=C(C=C1F)F)F 5-(2,3,5,6-tetrafluorophenoxy)pentanoic acid